OC1=CC2=C(C(C(O2)=CC2=CC=C(C3=CC=CC=C23)O)=O)C=C1 6-hydroxy-2-((4-hydroxynaphthalen-1-yl)methylene)benzofuran-3(2H)-one